C(=O)O.NCCCCS(=O)(=O)CCCNC1=C2C(N(C(C2=CC=C1)=O)C1C(NC(CC1)=O)=O)=O 4-[[3-(4-aminobutanesulfonyl)propyl]amino]-2-(2,6-dioxopiperidin-3-yl)isoindole-1,3-dione formate salt